N-[(1-{[6-(3-chloro-4-methylphenoxy)-3-pyridinyl]methyl}-4-hydroxy-2-oxo-1,2,5,6-tetrahydro-3-pyridinyl)carbonyl]glycine methyl-4-(bromomethyl)-2-chlorobenzoate CC=1C(=C(C(=O)O)C=CC1CBr)Cl.ClC=1C=C(OC2=CC=C(C=N2)CN2C(C(=C(CC2)O)C(=O)NCC(=O)O)=O)C=CC1C